tellurium-zinc sulfide [S-2].[Zn+2].[Te+2].[S-2]